COC(=O)C(CCN1CCN(CC1)C(=O)OC(C)(C)C)CC tert-Butyl 4-(3-(methoxycarbonyl)pentyl)piperazine-1-carboxylate